ClC=1C=C(C=CC1)C(C(OC(=O)N[C@H](C(=O)OC)CC(CC)C)C1=CC=CC=C1)(F)F methyl (2S)-2-(((2-(3-chlorophenyl)-2,2-difluoro-1-phenylethoxy) carbonyl) amino)-4-methylhexanoate